tert-butyl ((S)-4-methyl-1-((R)-2-methyloxiran-2-yl)-1-oxopentan-2-yl)carbamate CC(C[C@@H](C(=O)[C@@]1(OC1)C)NC(OC(C)(C)C)=O)C